ClC=1C=C(C=CC1)[C@@H](CO)NC(=O)NC=1C=NN(C1)C1=NC(=NC=C1)NC=1C=NC=CC1 (S)-1-(1-(3-chlorophenyl)-2-hydroxyethyl)-3-(1-(2-(pyridin-3-ylamino)pyrimidin-4-yl)-1H-pyrazol-4-yl)urea